gamma-ureidopropyltrimethoxysilane N(C(=O)N)CCC[Si](OC)(OC)OC